N1C=C(C=2C1=NC=CC2)C2=CC=1N(C=C2)N=CC1C(=O)N1CCOCC1 (5-(1H-Pyrrolo[2,3-b]pyridin-3-yl)pyrazolo[1,5-a]pyridin-3-yl)(morpholino)methanone